COC(C1=CC(=CC=C1)S(=O)(=O)Cl)=O.BrC=1C(=NC(=NC1)NC1CCOCC1)C1=CC=C2CN(C(C2=C1)=O)CC(=O)N[C@H](CO)C1=CC(=CC=C1)OC 2-(6-{5-bromo-2-[(Oxacyclohex-4-yl)amino]pyrimidin-4-yl}-1-oxo-2,3-dihydro-1H-isoindol-2-yl)-N-[(1S)-2-hydroxy-1-(3-methoxyphenyl)ethyl]acetamide methyl-3-chlorosulfonylbenzoate